3-methyl-4-(1-propionylindol-5-yl)benzoic acid CC=1C=C(C(=O)O)C=CC1C=1C=C2C=CN(C2=CC1)C(CC)=O